NC1=C(C=CC=C1)N=NC1=CC=C(C(=O)O)C=C1 4-[2-(2-aminophenyl)diazenyl]benzoic acid